5-{4-amino-5-[(4,4-difluoropiperidin-1-yl)methyl]pyrrolo[2,1-f][1,2,4]triazin-7-yl}-N-[(3R,4S)-1-(3,4-difluorobenzoyl)-4-fluoropyrrolidin-3-yl]-2-methoxypyridine-3-carboxamide NC1=NC=NN2C1=C(C=C2C=2C=C(C(=NC2)OC)C(=O)N[C@@H]2CN(C[C@@H]2F)C(C2=CC(=C(C=C2)F)F)=O)CN2CCC(CC2)(F)F